C(=S)[S-].C(=S)[S-].[K+].[K+] Potassium bisdithiocarboxylate